1-(4-((6-((3R,4R)-4-(3,4-dihydroisoquinolin-2(1H)-yl)-3-hydroxypiperidine-1-carbonyl)-2-(isopropylthio)pyrimidin-4-yl)amino)piperidin-1-yl)ethan-1-one C1N(CCC2=CC=CC=C12)[C@H]1[C@@H](CN(CC1)C(=O)C1=CC(=NC(=N1)SC(C)C)NC1CCN(CC1)C(C)=O)O